(S)-8-ethyl-2-methyl-N-(6-(3-methylpiperazin-1-yl)pyridazin-3-yl)-7-oxo-7,8-dihydroimidazo[1,2-a]pyrimidine-6-carboxamide hydrochloride Cl.C(C)N1C=2N(C=C(C1=O)C(=O)NC=1N=NC(=CC1)N1C[C@@H](NCC1)C)C=C(N2)C